ClC(C1=NC(=NC(=N1)C(Cl)(Cl)Cl)C=CC=1OC(=CC1)CC)(Cl)Cl 2,4-bis(trichloromethyl)-6-[2-(5-ethyl-2-furyl)vinyl]sym-triazine